ClC1=C(C=C2CCN(C2=C1)C(C)C1=CC=C(S1)C(=O)N[C@H](C(=O)NC1CC1)CC1CCCC1)F (2S)-2-({5-[1-(6-chloro-5-fluoro-2,3-dihydro-1H-indol-1-yl)ethyl]thiophen-2-yl}formamido)-3-cyclopentyl-N-cyclopropylpropanamide